C(C)(C)(C)OC(=O)N1C[C@@H]2C([C@@H]2C1)B1OC(C(O1)(C)C)(C)C (1R,5S,6S)-6-(4,4,5,5-tetramethyl-1,3,2-dioxaborolan-2-yl)-3-azabicyclo[3.1.0]Hexane-3-carboxylic acid tert-butyl ester